C(C)OC(=O)C=1OC2=C(C1)C=C(C=C2)N2C(=CC1=CC=C(C=C21)OC(F)(F)F)C(=O)O 1-(2-(ethoxycarbonyl)benzofuran-5-yl)-6-(trifluoromethoxy)-1H-indole-2-carboxylic acid